ClC1=CC(=C(C(=C1)F)[C@H](CC1=NC(=NC(=N1)N[C@@H](CO)CC(C)C)NS(=O)(=O)C)C)F |o1:8| N-(4-((S*)-2-(4-Chloro-2,6-difluorophenyl)propyl)-6-(((R)-1-hydroxy-4-methylpentan-2-yl)amino)-1,3,5-triazin-2-yl)methanesulfonamide